CN(C)C(C)[C-]1C=CC=C1.[CH-]1C=CC=C1.[Fe+2] α-(N,N-Di-methylamino)ethyl-ferrocen